FC1=C(CN2CCN(C3=CC=CC=C23)C(=O)NC[C@@H]2CN(CC2)C)C=CC=C1 (R)-4-(2-fluorobenzyl)-N-((1-methylpyrrolidin-3-yl)methyl)-3,4-dihydroquinoxaline-1(2H)-carboxamide